CS(=O)(=O)OC[C@@H]1OCCCC1 [(2R)-tetrahydropyran-2-yl]methyl methanesulfonate